C(C)C1=NC=CC=C1C(C)N1N=NC=2CN(CCC21)C(=O)OC(C)(C)C tert-Butyl 1-[1-(2-ethylpyridin-3-yl)ethyl]-1H,4H,5H,6H,7H-[1,2,3]triazolo[4,5-c]pyridine-5-carboxylate